ethyl 2-hydroxy-1,7-naphthyridine-3-carboxylate OC1=NC2=CN=CC=C2C=C1C(=O)OCC